C(C)(CC)C1C(NC2=C(CN1C(=O)C1=CN(C(C=C1)=O)C)C=CC=C2)=O 3-(sec-butyl)-4-(1-methyl-6-oxo-1,6-dihydropyridine-3-carbonyl)-1,3,4,5-tetrahydro-2H-benzo[1,4]diazepin-2-one